N[C@@H]1C2=CC(=CC=C2CC12CCN(CC2)C2=NC=1C(=NC=C(N1)SC1=C(C(=NC=C1)N)Cl)N2)CO (S)-(1-amino-1'-(5-((2-amino-3-chloropyridin-4-yl)thio)-1H-imidazo[4,5-b]pyrazin-2-yl)-1,3-dihydrospiro[indene-2,4'-piperidin]-6-yl)methanol